1-(benzo[d]isoxazol-3-yl)propane-1-sulphonamide O1N=C(C2=C1C=CC=C2)C(CC)S(=O)(=O)N